ClC1=CC=C(C=C1)[C@@]1(N(C(C2=CC(=CC=C12)C(C)(C)O)=O)CC1=NC=C(C=C1)Cl)OC (3R)-3-(4-chlorophenyl)-2-[(5-chloropyridin-2-yl)methyl]-6-(2-hydroxypropan-2-yl)-3-methoxy-2,3-dihydro-1H-isoindol-1-one